iridium bithiophene S1C(=CC=C1)C=1SC=CC1.[Ir]